F[C@@]1(CN(C(C=2N(C1)N=C1C2CN([C@@H](C1)C)C(=O)NC1=CC(=C(C=C1)F)C(F)(F)F)=O)C)CO (3R,8R)-8-fluoro-N-(4-fluoro-3-(trifluoromethyl)phenyl)-8-(hydroxymethyl)-3,10-Dimethyl-11-oxo-1,3,4,7,8,9,10,11-octahydro-2H-pyrido[4',3':3,4]Pyrazolo[1,5-a][1,4]Diazepine-2-amide